O1N=C(N=C1)C(C)N1C(=C(C2=C1N=CN=C2N)C2=CC=C(C=C2)OC2=CC=CC=C2)C#CC2CCN(CC2)C(C=C)=O 1-(4-((7-(1-(1,2,4-oxadiazol-3-yl)ethyl)-4-amino-5-(4-phenoxyphenyl)-7H-pyrrolo[2,3-d]pyrimidin-6-yl)ethynyl)piperidin-1-yl)prop-2-en-1-one